2-(7-chloro-1H-indole-2-carbonyl)-2-azaspiro[4.5]decane-3-carboxamide ClC=1C=CC=C2C=C(NC12)C(=O)N1CC2(CC1C(=O)N)CCCCC2